ClC1=CN=C(C=N1)C 6-chloro-3-methylpyrazin